ClC1=NC=CC2=C1C(=CO2)C 4-chloro-3-methylfuro[3,2-c]pyridine